BrC1=CN=C2C=C(C(=NC2=C1)N)Cl 7-Bromo-3-chloro-1,5-naphthyridin-2-amine